tert-butyl (E)-3-(3-fluoro-4-methoxyphenyl)acrylate FC=1C=C(C=CC1OC)/C=C/C(=O)OC(C)(C)C